[Br-].C1(=CC=CC=C1)C(CC1=CCN(C=C1)C)C1=CC=CC=C1 4-(2,2-diphenylethyl)-1-methylpyridine bromide